4-(2-(((R)-1-(5-chloro-6-oxo-1,6-dihydropyridazin-4-yl)pyrrolidin-3-yl)oxy)pyridin-4-yl)cyclohex-3-ene-1-carbonitrile ClC1=C(C=NNC1=O)N1C[C@@H](CC1)OC1=NC=CC(=C1)C1=CCC(CC1)C#N